octanoyl-thioethyl-triethoxysilane C(CCCCCCC)(=O)SCC[Si](OCC)(OCC)OCC